C1(CC1)C=1N=NN(C1C1=CC2(C1)CCN(CC2)C=2SC1=C(N2)C(=CC=C1)F)C1=C(C=CC=C1Cl)Cl 2-(2-(4-Cyclopropyl-1-(2,6-dichlorophenyl)-1H-1,2,3-triazol-5-yl)-7-azaspiro[3.5]non-1-en-7-yl)-4-fluorobenzo[d]thiazol